europium-manganese [Mn].[Eu]